(1r,4r)-N1-(5-chloro-4-(5-(cyclopropylmethyl)-1-methyl-1H-pyrazol-4-yl)pyrimidin-2-yl)-N4-phenylcyclohexane-1,4-diamine ClC=1C(=NC(=NC1)NC1CCC(CC1)NC1=CC=CC=C1)C=1C=NN(C1CC1CC1)C